N-(4-chloro-3-{4-[4-(cyclopropylethynyl)thiazol-2-yl]-6-oxo-1,6-dihydropyrimidin-2-yl}-2-fluorobenzyl)isobutyramide tert-butyl-6-amino-2-azabicyclo[2.2.1]heptane-2-carboxylate C(C)(C)(C)OC(=O)N1C2C(CC(C1)C2)N.ClC2=C(C(=C(CNC(C(C)C)=O)C=C2)F)C=2NC(C=C(N2)C=2SC=C(N2)C#CC2CC2)=O